tert-butyl (2R,4S)-4-fluoro-2-(hydroxymethyl)pyrrolidine-1-carboxylate F[C@H]1C[C@@H](N(C1)C(=O)OC(C)(C)C)CO